2-chloro-4-((2-cyclopropylbenzofuran-7-yl)oxy)benzoic acid ClC1=C(C(=O)O)C=CC(=C1)OC1=CC=CC=2C=C(OC21)C2CC2